(4-(chloromethyl)phenyl)(piperidin-1-yl)methanone ClCC1=CC=C(C=C1)C(=O)N1CCCCC1